Deoxy-N-(2-Fluorophenyl)-D-gluconamide FC1=C(C=CC=C1)NC(=O)C[C@@H](O)[C@H](O)[C@H](O)CO